6-Bromo-5-chloro-3-(ethylthio)-1-((2-(trimethylsilyl)ethoxy)methoxy)-7,9-dihydrofuro[3,4-f]quinazoline BrC=1C2=C(C=3C(=NC(=NC3C1Cl)SCC)OCOCC[Si](C)(C)C)COC2